3-(Difluoromethyl)-N-methoxy-1-methyl-N-[1-(2,4,6-trichlorophenyl)-2-propanyl]-1H-pyrazole-4-carboxamide FC(C1=NN(C=C1C(=O)N(C(CC1=C(C=C(C=C1Cl)Cl)Cl)C)OC)C)F